C1(=CC=CC=C1)C1=CC(=CC=2C3=CC=CC=C3NC12)C1=CC=CC=2C3=C(OC21)C(=CC=C3)B(O)O [6-(phenyl-9H-carbazol-3-yl)-4-dibenzofuranyl]boronic acid